FC(C1=CC=C(C=N1)C1=CC=C(C=C1)O)(F)F 4-[6-(trifluoromethyl)-3-pyridinyl]phenol